C(C1=CC=CC=C1)SC1=CC=C(N=N1)NC(OCC1=CC=CC=C1)=O benzyl (6-(benzylthio)pyridazin-3-yl)carbamate